BrC1=CC=[N+](C=C1)[O-] 4-bromopyridine-oxide